O1COCC2=C1C=CC(=C2)C(N2CCN(CC2)C(=O)N2N=C1N(C=CC=C1)C2=O)C2=CC1=C(OCOC1)C=C2 2-(4-(bis(4H-benzo[d][1,3]dioxin-6-yl)methyl)piperazine-1-carbonyl)-[1,2,4]triazolo[4,3-a]pyridin-3(2H)-one